FC1(COCC1)C1=CC=CC(=N1)N1N=CC=2C=NC(=CC21)NC(C)=O N-(1-(6-(3-fluorotetrahydrofuran-3-yl)pyridin-2-yl)-1H-pyrazolo[4,3-c]pyridin-6-yl)acetamide